NCC1=C(C=NC=C1)OC[C@H]1N(CCOC1)C(=O)OC(C)(C)C tert-butyl (3S)-3-({[4-(aminomethyl)pyridin-3-yl]oxy}methyl)morpholine-4-carboxylate